(2R,4R)-1-(3-chloro-2,6-difluorobenzyl)-4-((3-fluoro-4-(2-hydroxypropan-2-yl)-6-((5-methyl-1H-pyrazol-3-yl)amino)pyridin-2-yl)methyl)-2-methylpiperidine-4-carboxylic acid ClC=1C(=C(CN2[C@@H](C[C@@](CC2)(C(=O)O)CC2=NC(=CC(=C2F)C(C)(C)O)NC2=NNC(=C2)C)C)C(=CC1)F)F